N-((2,6-dihydroxy-5'-methyl-4-pentyl-1',2',3',4'-tetrahydro-[1,1'-biphenyl]-3-yl)methyl)-N-methylcyclopropanecarboxamide OC1=C(C(=CC(=C1CN(C(=O)C1CC1)C)CCCCC)O)C1CCCC(=C1)C